C(CCCCCCCCCCCCCCCCC)OC[C@H](CO)O (2S)-3-(Octadecyloxy)-1,2-propanediol